6-(2-Chloro-6-fluorophenyl)-2-((3-(hydroxymethyl)-4-(piperazin-1-yl)phenyl)amino)-8,9-dihydroimidazo[1,2-a]pyrimido[5,4-e]pyrimidin-5(6H)-one ClC1=C(C(=CC=C1)F)N1C=2N(C3=C(C1=O)C=NC(=N3)NC3=CC(=C(C=C3)N3CCNCC3)CO)CCN2